N=1C=CN2C1CC(CC2)O 5,6,7,8-tetrahydroimidazo[1,2-a]Pyridin-7-ol